7-amino-2,2-difluoro-[1,3]dioxolo[4,5-g]quinoline-6-carboxylic acid ethyl ester C(C)OC(=O)C1=NC=2C=C3C(=CC2C=C1N)OC(O3)(F)F